C12(CC(C1)C2)C=2N=C1N(C=C(C(=C1)OC(C)C)C(=O)O)C2 2-(bicyclo[1.1.1]pentan-1-yl)-7-isopropoxyimidazo[1,2-a]pyridine-6-carboxylic acid